C(C)C=1C(=NC=C(C1)C=1C=C(C=2N(C1)C=CN2)C)N2CCC1(CC2)CCNCC1 3-[3-Ethyl-5-(8-methylimidazo[1,2-a]pyridin-6-yl)-2-pyridinyl]-3,9-diazaspiro[5.5]undecane